C(#N)C=1C=CC(=NC1)N[C@@H]1CC[C@H](CC1)N(C(=O)NCC=1C=NC=C(C1)OC)C1=CC=C(C=C1)C=1C=NN(C1)C 1-(trans-4-((5-cyanopyridin-2-yl)amino)cyclohexyl)-3-((5-methoxypyridin-3-yl)methyl)-1-(4-(1-methyl-1H-pyrazol-4-yl)phenyl)urea